water-oxygen salt [O].O